C1OCC=2C(=CC=CC12)C=O 1,3-dihydroisobenzofuran-4-carbaldehyde